S(=O)(=O)(C1=CC=C(C)C=C1)F fluorotosylate